ethyl 2-[[3-benzyloxy-4-methyl-5-(2-naphthyl)pyridine-2-carbonyl]amino]acetate C(C1=CC=CC=C1)OC=1C(=NC=C(C1C)C1=CC2=CC=CC=C2C=C1)C(=O)NCC(=O)OCC